bisvinyl sulfone C(=C)S(=O)(=O)C=C